P(=O)(OCC(CCCC)CC)(OCC(CCCC)CC)[O-].[Ca+2].C(C)C(COP(=O)(OCC(CCCC)CC)[O-])CCCC calcium bis(2-ethylhexyl) phosphate